ClC=1C=C(C=C(C1)NCCO)NC(=O)NC1=C(C=CC=C1)CCO 1-[3-chloro-5-(2-hydroxyethylamino)phenyl]-3-[2-(2-hydroxyethyl)phenyl]urea